2-[[2-(chloromethyl)-6-methoxy-benzimidazol-1-yl]methoxy]ethyl-trimethyl-silane ClCC1=NC2=C(N1COCC[Si](C)(C)C)C=C(C=C2)OC